C(C)NCC1C2(C(N(C1)C1=CN=CC3=CC=CC=C13)=O)CN(C(C1=CC=CC=C12)=O)CC1CCOCC1 [(ethylamino)methyl]-1'-(4-isoquinolyl)-2-[(tetrahydropyran-4-ylmethyl)]spiro[3H-isoquinoline-4,3'-pyrrolidine]-1,2'-dione